C(#N)C=1C=C(C=CC1)C1(CC1)NCCC(=O)N1CC2CCC(C1)N2C2=NC=C(C#N)C=C2 6-(3-(3-((1-(3-cyanophenyl)cyclopropyl)amino)propanoyl)-3,8-diazabicyclo[3.2.1]octan-8-yl)nicotinonitrile